C(CCC)C(C(=O)[O-])(CCCC)CCCC.C(C)(=O)[O-].C(CCC)[Sn+2](CCCC)CCCC tributyltin acetate (tributyl-acetate)